2-(2-oxa-6-azaspiro[3.3]hept-6-yl)ethan-1-ol C1OCC12CN(C2)CCO